C(C)(=O)C1=C(OCCNC(C=CC2=CC=CC=C2)=O)C=C(C=C1)OC N-(2-(2-acetyl-5-methoxyphenoxy)ethyl)cinnamamide